C(C)N(CCNC(=O)C1=C(NC(=C1C)\C=C\1/C(NC2=CC(=C(C=C12)C1=C(C2=C(OCCN2)N=C1)C)F)=O)C)CC (Z)-N-(2-(diethylamino)ethyl)-5-((6-fluoro-5-(8-methyl-2,3-dihydro-1H-pyrido[2,3-b][1,4]oxazin-7-yl)-2-oxoindolin-3-ylidene)methyl)-2,4-dimethyl-1H-pyrrole-3-carboxamide